FC=1C=NC(N(C1)C)=O 5-fluoro-1-methyl-1,2-dihydropyrimidin-2-one